(1r,4r)-N1-(8-bromo-7-chloropyrido[4,3-d]pyrimidin-2-yl)-N4,N4-dimethylcyclohexane-1,4-diamine BrC1=C(N=CC2=C1N=C(N=C2)NC2CCC(CC2)N(C)C)Cl